ClC=1C=C(C=CC1Cl)S[C@@H]1O[C@@H]([C@@H]([C@@H]([C@H]1O)N1N=NC(=C1)C=1C=C(COCC(=O)NC)C=C(C1)F)O)CO 2-((3-(1-((2S,3R,4S,5R,6R)-2-((3,4-dichlorophenyl)thio)-3,5-dihydroxy-6-(hydroxymethyl)tetrahydro-2H-pyran-4-yl)-1H-1,2,3-triazol-4-yl)-5-fluorobenzyl)oxy)-N-methylacetamide